OC(CSCC[C@H](N)C(=O)O)COCCOCCOCC S-(2-hydroxy-4,7,10-trioxadodecyl)-L-homocystein